3-pyrroline-1-carboxylic acid methyl ester COC(=O)N1CC=CC1